N-(3-fluoro-4-((1-isopropyl-2-oxo-2,3-dihydro-1H-imidazo[4,5-b]pyridin-7-yl)oxy)phenyl)-3,5-dimethyl-1-phenyl-1H-pyrazole-4-carboxamide FC=1C=C(C=CC1OC1=C2C(=NC=C1)NC(N2C(C)C)=O)NC(=O)C=2C(=NN(C2C)C2=CC=CC=C2)C